fluorine chlorine pyridine potassium salt [K].N1=CC=CC=C1.[Cl].[F]